tert-butyl (12-hydroxydodecyl)carbamate OCCCCCCCCCCCCNC(OC(C)(C)C)=O